BrC=1C(=C(C(=C(C1)Cl)C)S(=O)(=O)N(C)C)F 3-bromo-5-chloro-2-fluoro-N,N,6-trimethylbenzenesulfonamide